N,N-dimethyl-1-propylammonium chloride [Cl-].C[NH+](C)CCC